3-[(2,4-dimethylthiazol-5-yl)methyl]-N-(1-methylcyclopropyl)-1-(5-methyl-1,3,4-thiadiazol-2-yl)indole-6-sulfonamide CC=1SC(=C(N1)C)CC1=CN(C2=CC(=CC=C12)S(=O)(=O)NC1(CC1)C)C=1SC(=NN1)C